C1(CC1)N1C=CC=2C1=NC=C(C2)C(=O)O 1-cyclopropylpyrrolo[2,3-b]pyridine-5-carboxylic acid